N1C(C=CC2=NC=CC=C12)=O 1,5-naphthyridin-2-one